BrCC(=O)NC=1C(=C(NC1C)\C=C\1/C(NC2=CC=C(C=C12)C(=O)NC(C)C1=CC=CC=C1)=O)C (Z)-3-((4-(2-Bromoacetamido)-3,5-dimethyl-1H-pyrrol-2-yl)-methylene)-2-oxo-N-(1-phenylethyl)indoline-5-carboxamide